FC=1C=C(C=C(C1)F)C1CC=NN1C(=O)C1CCN(CC1)C1=NC=CC(=C1)C1=C(C=CC(=C1)OCCCF)F (5-(3,5-difluorophenyl)-4,5-dihydro-1H-pyrazol-1-yl)(1-(4-(2-fluoro-5-(3-fluoropropoxy)phenyl)pyridin-2-yl)piperidin-4-yl)methanone